2-((S)-4-(7-(8-Chloronaphthalen-1-yl)-2-(((S)-1-methylpyrrolidin-2-yl)methoxy)pyrido[3,2-d]pyrimidin-4-yl)-1-(2-fluoroacryloyl)piperazin-2-yl)acetonitrile ClC=1C=CC=C2C=CC=C(C12)C1=CC=2N=C(N=C(C2N=C1)N1C[C@@H](N(CC1)C(C(=C)F)=O)CC#N)OC[C@H]1N(CCC1)C